[N+](=O)([O-])C1=CC=C(C=N1)NC1COC1 6-nitro-N-(oxetan-3-yl)pyridin-3-amine